(Z)-5-(N'-hydroxycarbamimidoyl)pyridine-3-carboxylic acid methyl ester COC(=O)C=1C=NC=C(C1)/C(/N)=N/O